tert-butyl ((1r,4r)-4-(1,3,4-oxadiazol-2-yl)cyclohexyl)carbamate O1C(=NN=C1)C1CCC(CC1)NC(OC(C)(C)C)=O